5-Mercaptomethyltetrazole SCC1=NN=NN1